ClC1=C(C=C(C=C1)C1(OC1)C1=CC=CC=C1)C=1C(=CC=CC1F)C#N 2'-Chloro-6-fluoro-5'-(2-phenyloxiran-2-yl)-[1,1'-biphenyl]-2-carbonitrile